CSC(C(=O)N1C(CCCC1)C=1NC=C(N1)C1=CC=C(C#N)C=C1)C 4-(2-(1-(2-(methylsulfanyl)propionyl)piperidin-2-yl)-1H-imidazol-4-yl)benzonitrile